C1(CCC(CC1)C(=O)Cl)C(=O)Cl 4-cyclohexanediformyl chloride